CS(=O)(=O)C1=C2N=CNC2=NC=N1 6-(methylsulfonyl)-9h-purine